2-bromo-N-(4,5-dimethyl-isoxazol-3-yl)-N-(methoxymethyl)benzenesulfonamide BrC1=C(C=CC=C1)S(=O)(=O)N(COC)C1=NOC(=C1C)C